germanium ozone O=[O+][O-].[Ge]